N3-(3-fluoro-4-(4-(cyclohexyl)piperazin-1-yl)phenyl)-1H-1,2,4-triazole-3,5-diamine FC=1C=C(C=CC1N1CCN(CC1)C1CCCCC1)NC1=NNC(=N1)N